C(#N)C1=CC(=CC=2N=C(OC21)C=2C(=C(C=CC2)C2=C(C(=CC=C2)NC=2N=CC=C1C=C(C=NC21)CN2CC(C2)O)C)C)CN2CCCC2 (R)-1-((7-Cyano-2-(3'-(3-((3-hydroxyazetidin-1-yl)methyl)-1,7-naphthyridin-8-ylamino)-2,2'-dimethylbiphenyl-3-yl)benzo[d]oxazol-5-yl)methyl)pyrrolidin